2-(4-(5-(((tert-butoxycarbonyl)amino)methyl)pyrimidin-2-yl)piperazin-1-yl)pyrimidine-5-carboxylic acid C(C)(C)(C)OC(=O)NCC=1C=NC(=NC1)N1CCN(CC1)C1=NC=C(C=N1)C(=O)O